4-(2-methoxyethoxy)benzofuran-2-carbonyl chloride COCCOC1=CC=CC2=C1C=C(O2)C(=O)Cl